(2R,3S,4S)-4-hydroxy-2-[(4-methoxyphenyl)methyl]pyrrolidin-3-yl N-{2-[3-(acetamidomethyl)-3-hydroxyazetidin-1-yl]ethyl}carbamate hydrochloride Cl.C(C)(=O)NCC1(CN(C1)CCNC(O[C@H]1[C@H](NC[C@@H]1O)CC1=CC=C(C=C1)OC)=O)O